C(C)(C)(C)N[SiH3] (N-tert-butylamino)silane